C(C)OC(CC(=O)C1=CC(=NC=C1)SC)=O 3-(2-methylsulfanylpyridin-4-yl)-3-oxo-propanoic acid ethyl ester